C(C)(C)(C)OC(NC=1C(NC(N(N1)C1=CC(=C(C(=C1)C)CC=1C=CC2=C(C(=CO2)C)C1)C)=O)=O)=O N-[2-[3,5-dimethyl-4-[(3-methylbenzofuran-5-yl)methyl]phenyl]-3,5-dioxo-1,2,4-triazine-6-yl]carbamic acid tert-butyl ester